propyl 2,3-dihydroxyacrylate OC(C(=O)OCCC)=CO